4-t-octylphenol C(C)(C)(CC(C)(C)C)C1=CC=C(C=C1)O